[5-[2-[[2-(1-adamantyl) acetyl] oxymethyl]-2-[5-(2-butyloctanoyloxy) pentanoyloxymethyl]-3-[4-(2-pyrrolidin-1-ylethylcarbamoyloxy) decanoyloxy] propoxy]-5-oxo-pentyl] 2-butyloctanoate C(CCC)C(C(=O)OCCCCC(=O)OCC(COC(CCC(CCCCCC)OC(NCCN1CCCC1)=O)=O)(COC(CCCCOC(C(CCCCCC)CCCC)=O)=O)COC(CC12CC3CC(CC(C1)C3)C2)=O)CCCCCC